[2-[4-[tert-butoxycarbonyl-[4-[2-(2-methyloctanoyloxy)-1-(2-methyloctanoyloxy methyl) ethoxy]-4-oxo-butyl] amino] butanoyloxy]-3-(2-methyloctanoyloxy) propyl] 2-methyloctanoate CC(C(=O)OCC(COC(C(CCCCCC)C)=O)OC(CCCN(CCCC(=O)OC(COC(C(CCCCCC)C)=O)COC(C(CCCCCC)C)=O)C(=O)OC(C)(C)C)=O)CCCCCC